2,4,4-Trimethyl-2-cyclopenten-1-one CC=1C(CC(C1)(C)C)=O